tert-butyl 3-((3-(2-(((3-chloro-2,4-difluorophenyl)(methyl)carbamoyl)oxy)-3,5-bis(trifluoromethyl)phenyl)-2-oxoimidazolidin-1-yl)methyl)-3-hydroxyazetidine-1-carboxylate ClC=1C(=C(C=CC1F)N(C(=O)OC1=C(C=C(C=C1C(F)(F)F)C(F)(F)F)N1C(N(CC1)CC1(CN(C1)C(=O)OC(C)(C)C)O)=O)C)F